ethyleneglycol bis(2-iodo isobutyrate) IC(C(=O)OCCOC(C(C)(C)I)=O)(C)C